(Z)-N-(2-(diethylamino)ethyl)-5-((5-fluoro-1-(hydrazinocarbonyl)-2-oxoindol-3-ylidene)methyl)-2,4-dimethyl-1H-pyrrole-3-carboxamide hydrochloride Cl.C(C)N(CCNC(=O)C1=C(NC(=C1C)\C=C\1/C(N(C2=CC=C(C=C12)F)C(=O)NN)=O)C)CC